(±)-cis-N-(6,8-dichloro-2,7-naphthyridin-3-yl)-2-fluoro-cyclopropanecarboxamide ClC=1C=C2C=C(N=CC2=C(N1)Cl)NC(=O)[C@H]1[C@H](C1)F |r|